O1C=NC2=C1C(=CC=C2)C(=O)N2CCN[C@H]1CC[C@H]21 (1S,6S)-5-(benzo[d]oxazole-7-carbonyl)-2,5-diazabicyclo[4.2.0]octan